C(C1=CC=CC=C1)N1C2C(C(CC1)(O)C=1C=C3C(N(C(C3=CC1)=O)C1C(NC(CC1)=O)=O)=O)COC2 5-(1-benzyl-4-hydroxyoctahydrofuro[3,4-b]pyridin-4-yl)-2-(2,6-dioxopiperidin-3-yl)isoindoline-1,3-dione